3-((((1-methylpyrrolidin-3-yl)methoxy)carbonyl)oxy)-2-((((Z)-3-octyltridec-2-enoyl)oxy)methyl)propyl (9Z,12Z)-octadeca-9,12-dienoate C(CCCCCCC\C=C/C\C=C/CCCCC)(=O)OCC(COC(=O)OCC1CN(CC1)C)COC(\C=C(/CCCCCCCCCC)\CCCCCCCC)=O